(4-((7,8-difluoro-2-methyl-3-oxo-3,4-dihydroquinoxalin-6-yl)methyl)piperazin-1-yl)-N-(2-methoxyethyl)-6-methylpyridinecarboxamide FC1=C(C=C2NC(C(=NC2=C1F)C)=O)CN1CCN(CC1)C=1C(=NC(=CC1)C)C(=O)NCCOC